[Na+].NCCS(=O)(=O)[O-] 2-aminoethanesulfonic acid, sodium salt